1-[2-(4-fluorophenyl)-3-(pyridin-4-yl)-6,7-dihydropyrazolo[1,5-a]pyrazin-5(4H)-yl]prop-2-yn-1-one FC1=CC=C(C=C1)C1=NN2C(CN(CC2)C(C#C)=O)=C1C1=CC=NC=C1